BrC1=CC=C2C(=NC(=NC2=C1F)Cl)N1[C@H]2CN([C@@H](C1)C2)C(=O)OC(C)(C)C tert-butyl (1R,4R)-5-(7-bromo-2-chloro-8-fluoroquinazolin-4-yl)-2,5-diazabicyclo[2.2.1]heptane-2-carboxylate